N[C@@H]1CN(CC1)CC1=CC=2C(=CN=C(C2C2=CC(=C(C#N)C=C2)F)C2=CC(=CC=C2)C)N1C (S)-4-(2-((3-aminopyrrolidin-1-yl)methyl)-5-(3-methylphenyl)-1-methyl-1H-pyrrolo[2,3-c]pyridin-4-yl)-2-fluorobenzonitrile